ethylenediaminetetra(Methylenephosphonic acid) C(CN(CP(=O)(O)O)CP(=O)(O)O)N(CP(=O)(O)O)CP(=O)(O)O